CN1C(C2=CC=C(C=C2C=C1)C=1C=NC2=CC=C(C=C2N1)C(=O)Cl)=O 3-(2-methyl-1-oxo-1,2-dihydroisoquinolin-6-yl)quinoxaline-6-carbonyl chloride